benzothiazolium S1C=[NH+]C2=C1C=CC=C2